N-(2,3-difluorophenyl)3,4-dihydro-5-methyl-2H-pyrrole-2-carboxamide 1-oxide FC1=C(C=CC=C1F)NC(=O)C1[N+](=C(CC1)C)[O-]